C(C)(=O)C=1C=CC(N(C1)C)=O 5-acetyl-1-methylpyridin-2(1H)-one